(±)-trans-N-[8-amino-6-[4-(dimethylamino)-3-pyridyl]-3-isoquinolyl]-2-cyano-cyclopropanecarboxamide NC=1C=C(C=C2C=C(N=CC12)NC(=O)[C@H]1[C@@H](C1)C#N)C=1C=NC=CC1N(C)C |r|